C(C)C1=CC(=NN1)NC=1N=C(C(=NC1)C#N)N[C@H](C)C1COC1 (R)-5-((5-ethyl-1H-pyrazol-3-yl)amino)-3-((1-(oxetan-3-yl)ethyl)amino)pyrazine-2-carbonitrile